4-(4-(2-(4-isopropyl-5-(8-methoxy-[1,2,4]triazolo[1,5-a]pyridin-6-yl)-1H-pyrazol-3-yl)-4-methylthiazol-5-yl)cyclohexyl)piperazin-2-one C(C)(C)C=1C(=NNC1C=1C=C(C=2N(C1)N=CN2)OC)C=2SC(=C(N2)C)C2CCC(CC2)N2CC(NCC2)=O